2-(1,3-thiazol-5-yl)-5H,7H-furo[3,4-d]pyrimidine-4-carboxylic acid S1C=NC=C1C=1N=C(C2=C(N1)COC2)C(=O)O